OC=1C=NC(=NC1)N1CCC2(CCNC2=O)CC1 8-(5-hydroxypyrimidin-2-yl)-2,8-diazaspiro[4.5]decan-1-one